BrC1=C(C=C(C=C1)C=1C(=NC(=NC1)NC=1C=NN(C1)C)NC=1C=C(C=CC1F)NC(C=C)=O)Cl N-(3-((5-(4-bromo-3-chlorophenyl)-2-((1-methyl-1H-pyrazol-4-yl)amino)pyrimidin-4-yl)amino)-4-fluorophenyl)acrylamide